N[C@H]1CN(C[C@H]1C)C1=C2C=NN(C2=CC=C1C=1C(=NN(C(C1)=O)C1=C(C=CC=C1F)F)C(=O)N)CCOC (4-((3R,4R)-3-amino-4-methylpyrrolidin-1-yl)-1-(2-methoxyethyl)-1H-indazol-5-yl)-1-(2,6-difluorophenyl)-6-oxo-1,6-dihydropyridazine-3-carboxamide